S1C(=CC=C1)C=CC=O 3-(2-thienyl)acrylaldehyde